ClC1=C(C=CC(=C1)F)CC(=O)NC1=CC(=NC=C1)N(C(C)=O)C1=CC(=CC(=C1)F)F N-{4-[2-(2-chloro-4-fluorophenyl)acetylamino]pyridin-2-yl}-N-(3,5-difluorophenyl)acetamide